t-butylaminotrimethylsilane C(C)(C)(C)N[Si](C)(C)C